((2S,3S)-1-amino-1-oxobutane-2,3-diyl)bis(1-hydroxy-1,3-dihydrobenzo[c][1,2]oxaborole-6-carboxamide) NC([C@@H]([C@H](C)C1C2=C(B(O1)O)C=C(C=C2)C(=O)N)C2C1=C(B(O2)O)C=C(C=C1)C(=O)N)=O